CN(C(C(=C)C)=O)C1=C(C=C(C=C1)OC)C#N N-methyl-N-(2-cyano-4-methoxyphenyl)-methacrylamide